N-benzyl-2-chloro-7,8-dihydro-5H-pyrano[4,3-d]pyrimidin-4-amine C(C1=CC=CC=C1)NC=1C2=C(N=C(N1)Cl)CCOC2